4-((8-(2-(2,6-dioxopiperidin-3-yl)-6-fluoro-1,3-dioxoisoindoline-5-yl)-3,8-diazabicyclo[3.2.1]octane-3-yl)methyl)piperidine O=C1NC(CCC1N1C(C2=CC(=C(C=C2C1=O)N1C2CN(CC1CC2)CC2CCNCC2)F)=O)=O